CC1=NC(=CC(=C1)C=1NC2=CC=C(C=C2C1C(C)C)C=1C=NC(=CC1)N1CCN(CC1)C(C)C)C 2-(2,6-dimethylpyridin-4-yl)-3-isopropyl-5-(6-(4-isopropylpiperazin-1-yl)pyridin-3-yl)-1H-indole